CC=1C(=C(C(=O)O)C=CC1)N.C(C=1C(N)=CC=CC1)(=O)OC methyl anthranilate (methyl 2-aminobenzoate)